ClC1=C(C=CC2=C1C(=NCC=1N2C(=NN1)C=1C=NN(C1)C)C1=NC=CC=C1F)C(F)(F)F 7-chloro-6-(3-fluoro-2-pyridinyl)-1-(1-methylpyrazol-4-yl)-8-(trifluoromethyl)-4H-[1,2,4]Triazolo[4,3-a][1,4]Benzodiazepine